ClC1=CC(=NC(=C1)C=1N=NN(C1)C[Si](C)(C)C)N1CCOCC1 4-(4-chloro-6-[1-[(trimethylsilyl)methyl]-1,2,3-triazol-4-yl]pyridin-2-yl)morpholine